C(C)OCC=1NC=C(N1)C#N 2-(ethoxymethyl)1H-imidazole-4-carbonitrile